C(CCCC)NC([O-])=O N-pentylcarbamate